The molecule is a polyketide obtained by hydrolysis of the pyranone ring of monacolin J. It has a role as a fungal metabolite. It is a polyketide, a hydroxy monocarboxylic acid and a member of hexahydronaphthalenes. It derives from a monacolin J. It is a conjugate acid of a monacolin J carboxylate. C[C@@H]1C[C@@H]([C@@H]2[C@H]([C@H](C=CC2=C1)C)CC[C@H](C[C@H](CC(=O)O)O)O)O